2-(carboxymethylamino)-2-oxoacetic acid C(=O)(O)CNC(C(=O)O)=O